C(C)(=O)N1C[C@@H]([C@@H](C1)NC=1N=CC2=C(N1)C(=NC(=C2)C2=C(C(=CC(=C2Cl)OC)OC)Cl)NCC2OCCC2)NC(C=C)=O N-((3S,4R)-1-acetyl-4-((6-(2,6-dichloro-3,5-dimethoxyphenyl)-8-(((tetrahydrofuran-2-yl)methyl)amino)pyrido[3,4-d]pyrimidin-2-yl)amino)pyrrolidin-3-yl)acrylamide